N-methyl-N-(2-((4aS,5aR)-5a-methyl-1,4,4a,5,5a,6-hexahydrocyclopropa[f]indazol-3-yl)-1H-benzo[d]imidazol-5-yl)-2-(tetrahydro-2H-pyran-4-yl)acetamide CN(C(CC1CCOCC1)=O)C1=CC2=C(NC(=N2)C2=NNC=3C[C@@]4([C@H](CC23)C4)C)C=C1